2-((3-(4-(Methylsulfonyl)phenyl)-4-oxo-3,4-dihydropteridin-2-yl)thio)-N-(thiazol-2-yl)acetamide CS(=O)(=O)C1=CC=C(C=C1)N1C(=NC2=NC=CN=C2C1=O)SCC(=O)NC=1SC=CN1